C(C)(C)(C)OC(N[C@H]1C[C@H](CCC1)C(NC1=NC=C(C(=C1)C=1C=C(N2CC(CC12)(C)C)C#N)Cl)=O)=O (1R,3S)-3-((5-chloro-4-(5-cyano-2,2-dimethyl-2,3-dihydro-1H-pyrrolizin-7-yl)pyridin-2-yl)carbamoyl)cyclohexyl-carbamic acid tert-butyl ester